1,3-Bis(3-tritylsulfanyl-cyclobutyl)urea C(C1=CC=CC=C1)(C1=CC=CC=C1)(C1=CC=CC=C1)SC1CC(C1)NC(=O)NC1CC(C1)SC(C1=CC=CC=C1)(C1=CC=CC=C1)C1=CC=CC=C1